Thiophene-3-one oxime S1CC(C=C1)=NO